FC1(CCC(CCC1)C1=NC2=CC=CC=C2C=C1C(=O)N)F 2-(4,4-difluorocycloheptyl)-3-quinolinecarboxamide